C(C)(C)(C)OC(=O)N(C(OC(C)(C)C)=O)CC1=C(C2=C(N=CN2C)C(=C1)C1=CC=C(C=C1)OC(F)(F)F)C#C[C@@H](CO)O tert-butyl N-tert-butoxycarbonyl-N-[[3-methyl-4-[(3S)-3,4-dihydroxybut-1-ynyl]-7-[4-(trifluoromethoxy) phenyl]benzimidazol-5-yl]methyl]carbamate